C(C)OC(=O)C=1N=C2N(C(=C(C=N2)Br)C)C1.C1(CCCC1)CCNC(C1=CC(=CC=C1)NC1=NC=C(C=C1)OCC1=NC=CC=C1)=O N-(2-cyclopentylethyl)-3-((5-(pyridin-2-ylmethoxy)pyridin-2-yl)amino)benzamide ethyl-6-bromo-5-methylimidazo[1,2-a]pyrimidine-2-carboxylate